CC=1N=C(C2=C(N1)OC=C2C(=O)NCC=2OC(=NN2)C)NC2(CC2)C methyl-N-[(5-methyl-1,3,4-oxadiazol-2-yl)methyl]-4-[(1-methylcyclopropyl)amino]furo[2,3-d]pyrimidine-5-carboxamide